CC1=NN(C=C1NC1=NC=C(C(=N1)NCCCN1C(CCCCC1)=O)C(F)(F)F)C1CC2CCC(C1)N2C 1-(3-((2-((3-methyl-1-(8-methyl-8-azabicyclo[3.2.1]octan-3-yl)-1H-pyrazol-4-yl)amino)-5-(trifluoromethyl)pyrimidin-4-yl)amino)propyl)azepan-2-one